tert-Butyl N-[2-[4-[4-cyano-2-(6-piperidin-1-ylpyridazin-4-yl)sulfanylphenyl]phenyl]ethyl]carbamate C(#N)C1=CC(=C(C=C1)C1=CC=C(C=C1)CCNC(OC(C)(C)C)=O)SC1=CN=NC(=C1)N1CCCCC1